C(C)(C)N1CCC(CC1)NC1=NC(=NC2=CC(=C(C=C12)OC)OCCCN1CCCC1)N1CCN(CCC1)C N-(1-isopropylpiperidin-4-yl)-6-methoxy-2-(4-methyl-1,4-diazepan-1-yl)-7-(3-(pyrrolidin-1-yl)propoxy)quinazolin-4-amine